1-(5-(4-(4-(trifluoromethyl)phenyl)piperazin-1-yl)pentyl)-1H-benzo[d]imidazol-2(3H)-one FC(C1=CC=C(C=C1)N1CCN(CC1)CCCCCN1C(NC2=C1C=CC=C2)=O)(F)F